Cl.CC1=C(C(=CC=C1)C)NC(C(C)C1=C(C=C(C=C1)Cl)Cl)O 1-[(2,6-dimethylphenyl)amino]-2-(2,4-dichlorophenyl)-2-methyl-ethyl alcohol hydrochloride